N-((1r,4r)-4-((2-fluoroethyl)amino)cyclohexyl)-2-(1H-imidazol-1-yl)-6-methyl-pyrimidine-4-carboxamide formate C(=O)O.FCCNC1CCC(CC1)NC(=O)C1=NC(=NC(=C1)C)N1C=NC=C1